tert-butyl 3-[7-[2-cyano-3-[[ethyl(methyl)sulfamoyl]amino]-6-fluoro-phenoxy]quinoxalin-2-yl]-1-oxa-8-azaspiro[4.5]decane-8-carboxylate C(#N)C1=C(OC2=CC=C3N=CC(=NC3=C2)C2COC3(C2)CCN(CC3)C(=O)OC(C)(C)C)C(=CC=C1NS(N(C)CC)(=O)=O)F